C(N)(=O)C1CN(CCC1OC)C(=O)OC(C)(C)C rac-tert-butyl 3-carbamoyl-4-methoxypiperidine-1-carboxylate